titanium diacetate C(C)(=O)[O-].C(C)(=O)[O-].[Ti+2]